C(C=C)(=O)[C].[C] carbon alloyl-carbon